FC1=CC=C(C=C1)N1N=C(C(=C1)[C@H]1O[C@H](C(N1CCC1=CC=C(C=C1)OCC)=O)C)C1=CC=C(C=C1)F (2R,5S)-2-(1,3-bis(4-fluorophenyl)-1H-pyrazol-4-yl)-3-(4-ethoxyphenethyl)-5-methyloxazolidin-4-one